FC=1C=C(C=C(C1)OC)[C@@H](CO)N1C(N2C(C1)=CC(=C2)C2=NC(=NC=C2C)NC2=CC=NN2C)=O (S)-2-(1-(3-fluoro-5-methoxyphenyl)-2-hydroxyethyl)-6-(5-methyl-2-((1-methyl-1H-pyrazol-5-yl)amino)pyrimidin-4-yl)-1H-pyrrolo[1,2-c]imidazol-3(2H)-one